BrC1=CC(=CC=C1)C(CN=[N+]=[N-])N=[N+]=[N-] 1-bromo-3-(1,2-diazidoethyl)benzene